ethylsulfonic acid monosodium [Na].C(C)S(=O)(=O)O